(3R)-3-amino-7-(5-tert-butyl-1,3,4-oxadiazol-2-yl)-5-[[1-(cyclopropylmethyl)pyrazol-4-yl]methyl]-8-fluoro-1,1-dioxo-2,3-dihydro-1λ6,5-benzothiazepin-4-one N[C@H]1CS(C2=C(N(C1=O)CC=1C=NN(C1)CC1CC1)C=C(C(=C2)F)C=2OC(=NN2)C(C)(C)C)(=O)=O